C(CCCCCCCCCCCCCCC)(=O)OC1=CC2=CC=CC=C2C=C1 naphthalen-2-yl palmitate